dichloro[2,6-bis[4-(S)-methyl-2-oxazolyl]pyridine] cobalt [Co].ClC=1C=C(C(=NC1C=1OC=C(N1)C)C=1OC=C(N1)C)Cl